2-hydroxy-acetamide OCC(=O)N